N[C@@H]1CN(CC1)C1=CC=C(C=C1)C1=CC(=CC=C1)C(=O)N[C@@H](C=1NC2=CC=CC=C2C1)C1=C(C=CC(=C1)Cl)O 4'-((S)-3-aminopyrrolidine-1-yl)-N-((R)-(5-chloro-2-hydroxyphenyl)(1H-indole-2-yl)methyl)-[1,1'-biphenyl]-3-carboxamide